tert-butyl N-tert-butoxycarbonyl-N-[(2,3-diaminophenyl) methyl]carbamate C(C)(C)(C)OC(=O)N(C(OC(C)(C)C)=O)CC1=C(C(=CC=C1)N)N